O.C([O-])([O-])=O.[Co+2] cobalt carbonate, monohydrate